ClC1=CC=C(C=C1)N1COCC2=C1C=CC=C2 1-(4-chlorophenyl)-1,2-dihydro-(4H)-3,1-benzoxazine